C1NCCC2=CC=CC(=C12)N[C@H]1CN(CCC1)C(C)=O (R)-1-(3-((1,2,3,4-Tetrahydroisoquinolin-8-yl)amino)piperidin-1-yl)ethan-1-one